C(C)(=O)C=1C=C(C=C2C(=C(C(=NC12)C=1CCOCC1)C)C(=O)N)C 8-acetyl-2-(3,6-dihydro-2H-pyran-4-yl)-3,6-dimethyl-quinoline-4-carboxamide